1,2-Distearoyl-SN-glycerol C(CCCCCCCCCCCCCCCCC)(=O)OC[C@@H](OC(CCCCCCCCCCCCCCCCC)=O)CO